[N-](S(=O)(=O)C(F)(F)F)S(=O)(=O)C(F)(F)F.CN1CN(C=C1)COCC 1-methyl-3-ethoxymethylimidazole bistrifluoromethanesulfonimide salt